3-((4-(4-chlorophenoxy)piperidin-1-yl)sulfonyl)-8-((2-methoxyethoxy)carbonyl)-3,8-diazabicyclo[3.2.1]octane-2-carboxylic acid ClC1=CC=C(OC2CCN(CC2)S(=O)(=O)N2C(C3CCC(C2)N3C(=O)OCCOC)C(=O)O)C=C1